N1C=C(C2=CC=CC=C12)CC(C1CCOCC1)NC(=O)C1=CN=C(S1)N1CCN(CC1)C N-[2-(1H-indol-3-yl)-1-tetrahydropyran-4-yl-ethyl]-2-(4-methylpiperazin-1-yl)thiazole-5-carboxamide